4-(1,3-dithiolan-2-yl)-N-(3-hydroxypyridin-2-yl)benzamide rac-tert-Butyl-(4aR,7aS)-4-(6-((4-cyano-2-fluorobenzyl)oxy)pyridin-2-yl)hexahydrofuro[3,4-b]pyrazine-1(2H)-carboxylate C(C)(C)(C)OC(=O)N1[C@H]2[C@@H](N(CC1)C1=NC(=CC=C1)OCC1=C(C=C(C=C1)C#N)F)COC2.S2C(SCC2)C2=CC=C(C(=O)NC1=NC=CC=C1O)C=C2 |r|